C[Si]([Si](C)(Cl)Cl)(Cl)Cl 1,2-dimethyltetrachlorodisilane